4-((2-cyanophenyl)thio)-6-(1-(1-(methylsulfonyl)piperidin-4-yl)-1H-pyrazol-4-yl)pyrazolo[1,5-a]pyridine-3-carbonitrile C(#N)C1=C(C=CC=C1)SC=1C=2N(C=C(C1)C=1C=NN(C1)C1CCN(CC1)S(=O)(=O)C)N=CC2C#N